C(C)C(COC=1C=C(OCCNC(CCO)O)C=C(C1)CCCCCCCCCCCCCCC)CCCC 1-((2-(3-((2-ethylhexyl)oxy)-5-pentadecylphenoxy)ethyl)amino)propane-1,3-diol